C(C)(C)(C)C1=CC=C(CN2N=C(N(C2=O)CC)CCCC=2C=C(C=CC2)C2=CC(=C(C=C2)OCCC)CC(=O)O)C=C1 2-(3'-(3-(1-(4-(tert-butyl)benzyl)-4-ethyl-5-oxo-4,5-dihydro-1H-1,2,4-triazol-3-yl)propyl)-4-propoxy-[1,1'-biphenyl]-3-yl)acetic acid